CC1=CC(=NN1)NC=1C2=C(N=C(N1)NC1CCN(CC1)C(=O)O)SC=C2 4-((4-((5-methyl-1H-pyrazol-3-yl)amino)thieno[2,3-d]pyrimidin-2-yl)amino)piperidine-1-carboxylic acid